6-[(Morpholin-4-yl)methyl]-5-(oxan-4-yl)-N-[2-(pyridin-4-yl)-[1,3]thiazolo[5,4-c]pyridin-6-yl]pyridin-2-amine N1(CCOCC1)CC1=C(C=CC(=N1)NC1=CC2=C(C=N1)SC(=N2)C2=CC=NC=C2)C2CCOCC2